2,4,6-tris(3,5-di-tert-butyl-4-hydroxyphenoxy)-1,3,5-triazine C(C)(C)(C)C=1C=C(OC2=NC(=NC(=N2)OC2=CC(=C(C(=C2)C(C)(C)C)O)C(C)(C)C)OC2=CC(=C(C(=C2)C(C)(C)C)O)C(C)(C)C)C=C(C1O)C(C)(C)C